The molecule is a diterpenoid isolated from the aerial parts of Ajuga bracteosa and has been shown to exhibit antifeedant activity. It has a role as an antifeedant and a plant metabolite. It is a furofuran, an acetate ester, a diterpenoid, a cyclic acetal and a spiro-epoxide. CCC(C)C(=O)O[C@H]1[C@@H](C[C@@H]2[C@@]([C@@H](C[C@@H]([C@]2([C@@]13CO3)COC(=O)C)OC(=O)C)C)(C)[C@@H]4C[C@H]5C[C@H](O[C@H]5O4)OC)O